5-propynyl-2'-deoxycytidine C(#CC)C=1C(=NC(N([C@H]2C[C@H](O)[C@@H](CO)O2)C1)=O)N